Oxetan-3-yl chloroformate ClC(=O)OC1COC1